(1R,2S,3R)-N-[7-chloro-6-[4-((3R,4R)-4-fluoro-3-methyl-tetrahydrofuran-3-yl)piperazin-4-ium-1-yl]-3-isoquinolyl]-2-methyl-3-(2-pyridyl)cyclopropanecarboxamide ClC1=C(C=C2C=C(N=CC2=C1)NC(=O)[C@@H]1[C@H]([C@H]1C1=NC=CC=C1)C)N1CC[NH+](CC1)[C@@]1(COC[C@@H]1F)C